1-(1-(2-(2-propoxyethoxy)ethoxy)prop-1-en-2-yl)-3-(1-propoxyprop-1-en-2-yl)benzene C(CC)OCCOCCOC=C(C)C1=CC(=CC=C1)C(=COCCC)C